CC=1C=C(C=C(C1)C)[P](C1=CC(=CC(=C1)C)C)=O di(3,5-dimethylphenyl)phosphorus oxide